C12(CC(C1)C2)C[C@H](COC2=NC(=NC(=C2)C2=C(C=CC=C2C)C)NS(=O)(=O)C=2C=C(C(=O)O)C=CC2)NCC2=NC=1N(C=C2)C=C(N1)C(C)C 3-[[4-[(2R)-3-(1-Bicyclo[1.1.1]pentanyl)-2-[(2-isopropylimidazo[1,2-a]pyrimidin-7-yl)methylamino]propoxy]-6-(2,6-dimethylphenyl)pyrimidin-2-yl]sulfamoyl]benzoic acid